ClC1=CC(=C(C=C1Cl)CO)F (4,5-dichloro-2-fluorophenyl)methanol